N1(C=NC=C1)CCCN1C=C(C2=CC=CC=C12)C=1C(NC(C1NC1=CC=CC=C1)=O)=O 3-(1-(3-imidazol-1-ylpropyl)-1H-indol-3-yl)-4-anilino-1H-pyrrole-2,5-dione